C(C1=CC=CC=C1)(=O)C=1/C(/C(N2C1NCC2)(C2=CC=C(C=C2)C)O)=C/2\C(OC1=CC=CC=C1C2=O)=O (E)-3-(7-benzoyl-5-hydroxy-5-(p-tolyl)-2,3-dihydro-1H-pyrrolo[1,2-a]imidazole-6(5H)-ylidene)chroman-2,4-dione